ClC1=CC=C(C=C1)C1=C(CCC(C1)(C)C)CN1C2CN(CC1CC2)CC=2C=C1CN(CC1=CC2)C2C(NC(CC2)=O)=O 5-((8-((4'-chloro-5,5-dimethyl-3,4,5,6-tetrahydro-[1,1'-biphenyl]-2-yl)Methyl)-3,8-diazabicyclo[3.2.1]octane-3-yl)methyl)-2-(2,6-dioxopiperidin-3-yl)isoindoline